CC(=CCC1=C(OC2=C(C1=O)C(=CC(=C2C(C)(C)C=C)O)O)C3=C(C=C(C=C3)O)O)C The molecule is a tetrahydroxyflavone that is flavone substituted by hydroxy groups at positions 5, 7, 2' and 4', a prenyl group at position 3 and a 3-methylbut-1-en-3-yl group at position 8. It has been isolated from the twigs of Morus nigra and has been found to promote adipogenesis. It has a role as a metabolite and a plant metabolite.